CCCCCC/C=C\\CCCCCCCC(=O)NCC(=O)[O-] The molecule is an N-acylglycinate resulting from the deprotonation of the carboxy group of N-[(9Z)-hexadecenoyl]glycine. The major species at pH 7.3. It is a N-acylglycinate and a N-(fatty acyl)-glycine(1-). It is a conjugate base of a N-[(9Z)-hexadecenoyl]glycine.